BrCC([C@H]([C@@H](CC)C1=CC=C(C=C1)F)NC(OCC1=CC=CC=C1)=O)=O benzyl ((3S,4S)-1-bromo-4-(4-fluorophenyl)-2-oxohexan-3-yl)carbamate